ClC=1C=CC2=C(N=C(O2)C2CC3(CC(C3)NC(=O)C=3OC(=CC3)CS(=O)(=O)C3CC3)C2)C1 N-[6-(5-chloro-1,3-benzoxazol-2-yl)spiro[3.3]heptane-2-yl]-5-(cyclopropylsulfonylmethyl)furan-2-carboxamide